N1(C2=C(OCC1)N=CC=C2)C(=O)[O-] 1H,2H,3H-pyrido[2,3-b][1,4]oxazine-1-carboxylate